BrC1=C(C(=O)N(C(OCCCC)=O)CC(=C)C)C=CC(=C1)[N+](=O)[O-] butyl N-(2-bromo-4-nitro-benzoyl)-N-(2-methylallyl)carbamate